4-(2-cyano-4-((5-(3,4-difluorophenyl)pyridin-3-yl)oxy)phenoxy)benzenesulfonamide C(#N)C1=C(OC2=CC=C(C=C2)S(=O)(=O)N)C=CC(=C1)OC=1C=NC=C(C1)C1=CC(=C(C=C1)F)F